4-(5-chloro-2-methoxy-phenyl)-N-(6-(1-cyclopropyl-6-oxo-1,6-dihydropyrimidin-4-yl)thiazolo[4,5-b]pyrazin-2-yl)-6-methylnicotinamide ClC=1C=CC(=C(C1)C1=CC(=NC=C1C(=O)NC=1SC=2C(=NC=C(N2)C=2N=CN(C(C2)=O)C2CC2)N1)C)OC